(4S)-7,8-dichloro-1-cyclopropyl-6-(3-fluoro-2-pyridinyl)-4-methyl-4H-[1,2,4]Triazolo[4,3-a][1,4]Benzodiazepine ClC1=C(C=CC2=C1C(=N[C@H](C=1N2C(=NN1)C1CC1)C)C1=NC=CC=C1F)Cl